BrC=1C(=NC(=C(C1)OC)OC)NC(C)=O N-(3-bromo-5,6-dimethoxypyridin-2-yl)acetamide